C(C)OC(C(CC(=O)C1(CC1)F)=NO)=O ethyl-4-(1-fluorocyclopropyl)-2-(hydroxyimino)-4-oxobutanoate